(S)-1-(4-Chloro-3-fluorophenyl)-3-methylpyrrolidine-3-carboxamide ClC1=C(C=C(C=C1)N1C[C@](CC1)(C(=O)N)C)F